HEXENYLACETAT C(=CCCCC)CC(=O)[O-]